ClCC1=CC(=CC(=C1)F)C(F)F (chloromethyl)-3-(difluoromethyl)-5-fluorobenzene